2,3-dibromoallyl propionate C(CC)(=O)OCC(=CBr)Br